OC=1C=C(C=CC1O)C1(C2(N(CC1)C)C(NC1=CC=CC=C12)=O)C(C1=CC(=CC=C1)F)=O (3,4-dihydroxyphenyl)-3'-(3-fluorobenzoyl)-1'-methylspiro[indoline-3,2'-pyrrolidin]-2-one